C(#C)C1=C2C(=CC(=CC2=CC=C1F)O)C1=CC=C2C(=NC(=NC2=C1F)OC[C@]12CCCN2C[C@@H](C1)F)C12CCN(CC1)CC2 5-ethynyl-6-fluoro-4-(8-fluoro-2-(((2R,7aS)-2-fluorotetrahydro-1H-pyrrolizin-7a(5H)-yl)methoxy)-4-(quinuclidin-4-yl)quinazolin-7-yl)naphthalen-2-ol